FC1=CC=CC=2N(CCOC21)C(C)C 8-fluoro-4-(propan-2-yl)-3,4-dihydro-2H-1,4-benzoxazin